COC(=O)[C@H]1C[C@H](CC1)NC1=C(C=NC2=C(C=CC=C12)OC)N (1R,3S)-3-((3-amino-8-methoxyquinolin-4-yl)amino)cyclopentane-1-carboxylic acid methyl ester